(3S)-3-fluoro-4-oxo-piperidine-1-carboxylic acid tert-butyl ester C(C)(C)(C)OC(=O)N1C[C@@H](C(CC1)=O)F